5-amino-2-(4,4-difluoropiperidin-1-yl)nicotinonitrile NC=1C=NC(=C(C#N)C1)N1CCC(CC1)(F)F